ClC1=NC=C(C(=N1)C=1C=C2C(NC3(C2=CC1)CC3)=O)F 5'-(2-chloro-5-fluoropyrimidin-4-yl)spiro[cyclopropan-1,1'-isoindoline]-3'-one